ClC1=C(C2=C(N(CCOC2)[C@H]2CN(CCC2)C)N=N1)C 3-chloro-4-methyl-9-[(3R)-1-methylpiperidin-3-yl]-5,7,8,9-tetrahydropyridazino[3,4-e][1,4]oxazepine